trans-3-aminocyclobutyl diethylcarbamate C(C)N(C(O[C@@H]1C[C@H](C1)N)=O)CC